2,2-difluoro-2'-(4-fluorophenyl)-5'H,7'H-spiro[cyclopropane-1,6'-pyrazolo[5,1-b][1,3]oxazine] FC1(CC12CN1C(OC2)=CC(=N1)C1=CC=C(C=C1)F)F